3-((1R,2S)-3-(tert-butoxy)-1-cyclopropyl-2-methyl-3-oxopropyl)phenyl 4-(5-fluoro-2-methoxypyridin-4-yl)-3-((((2S,3R,4R,5R)-2,3,4,5,6-pentahydroxyhexyl)amino)methyl)benzoate FC=1C(=CC(=NC1)OC)C1=C(C=C(C(=O)OC2=CC(=CC=C2)[C@@H]([C@@H](C(=O)OC(C)(C)C)C)C2CC2)C=C1)CNC[C@@H]([C@H]([C@@H]([C@@H](CO)O)O)O)O